1-(4'-((2-(1,1-difluoroethyl)-6-methylpyrimidin-4-yl)amino)-5-fluoro-[2,3'-bipyridin]-6'-yl)urea FC(C)(F)C1=NC(=CC(=N1)NC1=C(C=NC(=C1)NC(=O)N)C1=NC=C(C=C1)F)C